3-(furan-2-yl)-propanamide O1C(=CC=C1)CCC(=O)N